FC1=C(C=CC=C1)C1=NC2=CC=C(C=C2C(=C1)CC=O)F 2-(2-fluorophenyl)-6-fluoro-quinoline-4-ethanone